N-hydroxyethyl-pyrrolidone OCCN1C(CCC1)=O